p-methoxycinnamic acid 2-ethylhexyl ester C(C)C(COC(C=CC1=CC=C(C=C1)OC)=O)CCCC